BrC1=C(C=C2C(=C(C=NC2=C1F)C#N)N1C[C@H](N(CC1)C(=O)OC(C)(C)C)C)Cl tert-Butyl (R)-4-(7-bromo-6-chloro-3-cyano-8-fluoroquinolin-4-yl)-2-methylpiperazine-1-carboxylate